5,7-dimethyl-N4-(methyl-d3)-N2-(1-(methyl-d3)piperidin-4-yl)pyrido[2,3-d]pyrimidine-2,4-diamine CC1=CC(=NC=2N=C(N=C(C21)NC([2H])([2H])[2H])NC2CCN(CC2)C([2H])([2H])[2H])C